2-chloro-4-(1,1-dioxothiolan-2-yl)phenol ClC1=C(C=CC(=C1)C1S(CCC1)(=O)=O)O